CC(=CC1=CC=CC=C1)O Methylhydroxystyrol